dichloro(o-isopropyloxyphenylmethylene)(tricyclohexylphosphine) ruthenium (II) [Ru+2].ClC1C(C(CCC1)(P(C1CCCCC1)C1CCCCC1)Cl)=CC1=C(C=CC=C1)OC(C)C